2-(6-bromo-5-fluoropyridin-2-yl)-2-fluorohexanoic acid BrC1=C(C=CC(=N1)C(C(=O)O)(CCCC)F)F